C1(=CC=CC=C1)C1(C2=CC=CC=C2C=2C=CC(=CC12)C1=CC=C(C=C1)N(C1=CC=CC=2C(C3=CC=CC=C3C12)(C)C)C1=CC=C(C=C1)C1=CC=2C=CC3=CC=CC=C3C2C=C1)C1=CC=CC=C1 N-(4-(9,9-diphenyl-9H-fluoren-2-yl)phenyl)-9,9-dimethyl-N-(4-(phenanthren-2-yl)phenyl)-9H-fluoren-4-amine